ClC=1C=NC(=NC1)N1CCC(CC1)CCCOC1=CC(=C(C=C1)CC(=O)N1C[C@H](CC1)CNC[C@@H]([C@H]([C@@H]([C@@H](CO)O)O)O)O)F 2-[4-[3-[1-(5-chloropyrimidin-2-yl)-4-piperidyl]propoxy]-2-fluoro-phenyl]-1-[(3R)-3-[[[(2S,3R,4R,5R)-2,3,4,5,6-pentahydroxyhexyl]amino]methyl]pyrrolidin-1-yl]ethanone